3-(4-cyano-2-methoxyphenoxy)-5-methyl-N-(3-(S-methylsulfonimidoyl)phenyl)-6-phenylpyridazine-4-carboxamide C(#N)C1=CC(=C(OC=2N=NC(=C(C2C(=O)NC2=CC(=CC=C2)S(=O)(=N)C)C)C2=CC=CC=C2)C=C1)OC